(R)-ethyl 2-((5-bromo-6-(4-fluorophenyl)thieno[2,3-d]pyrimidin-4-yl)oxy)-3-(5-(((tert-butyldimethylsilyl)oxy)methyl)-2-((2-(methylthio)pyrimidin-4-yl)methoxy)phenyl)propanoate BrC1=C(SC=2N=CN=C(C21)O[C@@H](C(=O)OCC)CC2=C(C=CC(=C2)CO[Si](C)(C)C(C)(C)C)OCC2=NC(=NC=C2)SC)C2=CC=C(C=C2)F